FC1(CCN(CC1)CC1=CC=C(C(=O)NC2=CC=C(C=C2)NC2C(NC(CC2)=O)=O)C=C1)F 4-((4,4-difluoropiperidin-1-yl)methyl)-N-(4-((2,6-dioxopiperidin-3-yl)amino)phenyl)benzamide